NC1=PCCC1 aminophospholine